3-((2-Ethylhexyl)oxy)-2,2-bis(((2-Ethylhexyl)oxy)methyl)propyl 4-(4-methylpiperazin-1-yl)butanoate CN1CCN(CC1)CCCC(=O)OCC(COCC(CCCC)CC)(COCC(CCCC)CC)COCC(CCCC)CC